3,5-bis(1,1-dimethylethyl)-4-hydroxyphenylbenzenepropanoic acid CC(C)(C)C=1C=C(C=C(C1O)C(C)(C)C)C1=C(C=CC=C1)CCC(=O)O